COC1=C(C=C(C=C1)C=O)N1C=NN=C1 [4-methoxy-3-(1,2,4-triazol-4-yl)phenyl]methanone